NC1=NC(=C2N=CN(C2=N1)[C@H]1[C@]([C@@H]([C@H](O1)CO[P@](=O)(OC1=CC=CC=C1)N[C@@H](C)C(=O)OC(C)C)O)(C)F)NC isopropyl ((S)-(((2R,3R,4R,5R)-5-(2-amino-6-(methylamino)-9H-purin-9-yl)-4-fluoro-3-hydroxy-4-methyltetrahydrofuran-2-yl)methoxy)(phenoxy)phosphoryl)-L-alaninate